O=C1CC[C@H]2N1CCN(C2)CC2=C([C@@H](N=C(N2)C=2SC=CN2)C2=C(C=C(C=C2)F)Br)C(=O)OC Methyl (4R)-6-[[(8aR)-6-oxo-1,3,4,7,8,8a-hexahydropyrrolo[1,2-a]pyrazin-2-yl]methyl]-4-(2-bromo-4-fluoro-phenyl)-2-thiazol-2-yl-1,4-dihydropyrimidine-5-carboxylate